ClC=1C=NC=C(C1[C@@H](C)OC=1C=C2C(=NN(C2=CC1)C1OCCCC1)C1=CC2=C(OC3(CCN(CC3)C(=O)OC(C)(C)C)OC2)C=C1)Cl tert-Butyl 6-(5-((R)-1-(3,5-dichloropyridin-4-yl)ethoxy)-1-(tetrahydro-2H-pyran-2-yl)-1H-indazol-3-yl)-4H-spiro[benzo[d][1,3]dioxine-2,4'-piperidine]-1'-carboxylate